rac-(1S,5S,6S,7R)-6-fluoro-7-hydroxy-3-oxa-9-azabicyclo[3.3.1]nonane-9-carboxylic acid tert-butyl ester C(C)(C)(C)OC(=O)N1[C@@H]2COC[C@H]1[C@@H]([C@@H](C2)O)F |r|